[(1R,3R)-3-aminocyclohexyl]methyl 4-[[4-[[2-(6-methyl-2-pyridyl)pyrimidin-4-yl]amino]pyrimidin-2-yl]amino]thiophene-2-carboxylate CC1=CC=CC(=N1)C1=NC=CC(=N1)NC1=NC(=NC=C1)NC=1C=C(SC1)C(=O)OC[C@H]1C[C@@H](CCC1)N